C(C)(C)(C)OC(=O)N1C[C@H](CC1)N1C(=C(C=C1)C#N)C(=O)OCC Ethyl (S)-1-(1-(tert-butoxycarbonyl) pyrrolidin-3-yl)-3-cyano-1H-pyrrole-2-carboxylate